C(C)C=1C(=CC=C2C(CCOC12)=O)O 8-ethyl-7-hydroxychroman-4-one